BrC1=CN=C(S1)C1CCN(CC1)C 5-bromo-2-(1-methylpiperidin-4-yl)thiazole